(S)-5-bromo-2-(1-cyclopropylethyl)-7-(morpholinesulfonyl)isoindolin-1-one BrC=1C=C2CN(C(C2=C(C1)S(=O)(=O)N1CCOCC1)=O)[C@@H](C)C1CC1